C(C)OP(OCC)(=O)CC1=CC(=C(C=C1)OCOCC[Si](C)(C)C)[N+](=O)[O-] (3-nitro-4-((2-(trimethylsilyl)ethoxy)methoxy)benzyl)phosphonic acid diethyl ester